ClC1=NC=CC=C1N(C1=NC2=CC=C(C=C2C=C1)[N+](=O)[O-])C N-(2-chloropyridin-3-yl)-N-methyl-6-nitroquinolin-2-amine